ClC=1C=C(C=CC1)N1C(\C(\CC1=O)=C/C1=C(C=CC=C1)O)=O (Z)-1-(3-chlorophenyl)-3-(2-hydroxybenzylidene)pyrrolidine-2,5-dione